5-{2-amino-[1,2,4]triazolo[1,5-a]pyridin-7-yl}-2-(dimethylamino)-N-(3-phenylbutyl)pyridine-3-carboxamide NC1=NN2C(C=C(C=C2)C=2C=C(C(=NC2)N(C)C)C(=O)NCCC(C)C2=CC=CC=C2)=N1